FC(C1=C(C=CC=C1)S(=O)(=O)N1CC(OCC1)C1=C(SC2=C1C=CC=C2)C(=O)N)(F)F [4-[2-(trifluoromethyl)phenyl]sulfonylmorpholin-2-yl]benzothiophene-2-carboxamide